C(C1=CC=CC=C1)OC(=O)N[C@H]1C/C=C/CCNC([C@H]2CN(CCN2C=2C=CC=C1C2)C(=O)OC(C)(C)C)=O tert-butyl (7R,12E,15S)-15-{[(benzyloxy) carbonyl] amino}-8-oxo-2,5,9-triazatricyclo[14.3.1.02,7]eicosa-1(20),12,16,18-tetraene-5-carboxylate